N-((3-((5-((3S,4S)-4-amino-3-methyl-2-oxa-8-azaspiro[4.5]decan-8-yl)pyrazin-2-yl)thio)-2-chlorophenyl)carbamoyl)pyridine-2-sulfonamide N[C@@H]1[C@@H](OCC12CCN(CC2)C=2N=CC(=NC2)SC=2C(=C(C=CC2)NC(=O)NS(=O)(=O)C2=NC=CC=C2)Cl)C